C(=O)([O-])C(CC(=O)[O-])N(CCCCCCCCCCCCCCCCCC)C(C=1C(OS(=O)(=O)[O-])=CC=CC1)=O.[Na+].O1COC2=C1C=CC(=C2)CNC(CC2=CC=C(C=C2)NCC2=CC(=CC=C2)C)=O.[Na+].[Na+] N-(benzo[d][1,3]dioxol-5-ylmethyl)-2-(4-((3-methylbenzyl)amino)phenyl)acetamide sodium N-(1,2-dicarboxylethyl)-N-octadecyl-sulfosalicyloyl-amine salt